C(C)(C)(C)OC(N[C@@H](CC1=CC=CC=C1)CC[C@H](CC1=CC=CC=C1)NC(=O)OC(C)(C)C)=O N-{(2R,5R)-5-[(tert-butoxycarbonyl)amino]-1,6-diphenylhexane-2-yl}carbamic acid tert-butyl ester